C[C@H]1NC(C2=C(C=3C=4C=CC(=NC4C=CC3S2)C2=NC(=NC=C2C)C=C)NC1)=O (R)-10-methyl-3-(5-methyl-2-vinylpyrimidin-4-yl)-9,10,11,12-tetrahydro-8H-[1,4]diazepino[5',6':4,5]thieno[3,2-f]quinolin-8-one